2-[2-[[4-(pyrrolidine-1-carbonyl)-1,3-benzothiazol-2-yl]methylcarbamoyl]indan-2-yl]acetic acid N1(CCCC1)C(=O)C1=CC=CC2=C1N=C(S2)CNC(=O)C2(CC1=CC=CC=C1C2)CC(=O)O